lanthanum triphenoxide [O-]C1=CC=CC=C1.[O-]C1=CC=CC=C1.[O-]C1=CC=CC=C1.[La+3]